2-(4-ethylphenyl)-2H-indazole C(C)C1=CC=C(C=C1)N1N=C2C=CC=CC2=C1